2,2',2'',2'''-(1,2-Ethandiyldinitrilo)-tetrakis-[ethanol] C(CN(CCO)CCO)N(CCO)CCO